ethyl 2-(6-bromo-4,7-dichloro-indazol-2-yl)acetate BrC=1C=C(C2=CN(N=C2C1Cl)CC(=O)OCC)Cl